3-(4-(methylsulfinyl)-1-oxoisoindolin-2-yl)piperidine-2,6-dione CS(=O)C1=C2CN(C(C2=CC=C1)=O)C1C(NC(CC1)=O)=O